2-((4R,5S)-7-ethyl-4-(4-fluorophenyl)-6-oxo-1-phenyl-5-(4-(trifluoromethyl)pyrimidine-2-carboxamido)-4,5,6,7-tetrahydro-1H-pyrazolo[3,4-b]pyridin-3-yl)acetic acid C(C)N1C2=C([C@H]([C@@H](C1=O)NC(=O)C1=NC=CC(=N1)C(F)(F)F)C1=CC=C(C=C1)F)C(=NN2C2=CC=CC=C2)CC(=O)O